2,4,6,8-tetravinyl-2,4,6,8-tetrapropylcyclotetrasiloxane C(=C)[Si]1(O[Si](O[Si](O[Si](O1)(CCC)C=C)(CCC)C=C)(CCC)C=C)CCC